ClC1=C(C(=O)N2COC3=C(C2)C=CC=C3C3=CC(=C(C(=O)OC)C=C3F)N3C2COCC3CC2)C(=CC(=C1)N1CC2(CN(C2)C2CC2)C1)Cl Methyl 4-[3-[2,6-dichloro-4-(2-cyclopropyl-2,6-diazaspiro[3.3]heptan-6-yl)benzoyl]-2,4-dihydro-1,3-benzoxazin-8-yl]-5-fluoro-2-(3-oxa-8-azabicyclo[3.2.1]octan-8-yl)benzoate